(5-(4-fluorophenoxy)pyrazin-2-yl)-5-(6-oxo-1,6-dihydropyridin-3-yl)spiro[2.5]octane-1-carboxamide FC1=CC=C(OC=2N=CC(=NC2)C2(CC23CC(CCC3)C3=CNC(C=C3)=O)C(=O)N)C=C1